FC1=NC(=CN=C1)N 2-fluoro-6-amino-pyrazin